1-(1,3-benzodioxol-4-yl)-N-(1H-indol-2-ylmethyl)methanamin O1COC2=C1C=CC=C2CNCC=2NC1=CC=CC=C1C2